CNC(=S)C1=CC=NC2=C(C=CC=C12)C(CNC1=CC(=NC=N1)C=1C=NC(=NC1)C)C N-methyl-8-(1-((2'-methyl-[4,5'-bipyrimidin]-6-yl)amino)propan-2-yl)quinoline-4-carbothioic acid amide